4-(1-(4-((1-(2,6-dioxopiperidin-3-yl)-2-oxo-1,2-dihydrobenzo[cd]indol-6-yl)methyl)benzyl)azetidin-3-yl)piperazine-1-carboxylic acid tert-butyl ester C(C)(C)(C)OC(=O)N1CCN(CC1)C1CN(C1)CC1=CC=C(C=C1)CC=1C=2C3=C(C(N(C3=CC1)C1C(NC(CC1)=O)=O)=O)C=CC2